2-(4,4-Dimethyl-1-piperidyl)-6-methyl-8-[1-[(2-methylpyrazol-3-yl)amino]ethyl]chromen-4-one CC1(CCN(CC1)C=1OC2=C(C=C(C=C2C(C1)=O)C)C(C)NC=1N(N=CC1)C)C